P(=O)(OC1=C(C=CC=C1)Cl)([O-])[O-] (2-chlorophenyl) phosphate